[Cl-].OCC[N+](CCCCCCCCCCCCCCCCCC)(CCCCCCCCCCCCCCCCCC)CCO bis(2-hydroxyethyl)-dioctadecyl-ammonium chloride